OCCN(CCCCCCCC\C=C/CCCCCCCC)CCO bis(2-hydroxyethyl)-oleylamine